C[C@@H]1OCCOCC2NC(=CC(C3=NNC=4C=CC(OC1)=CC34)=C2)C#N (12S)-12-methyl-8,11,14-trioxa-5,19,20-triazatetracyclo[13.5.2.12,6.018,21]tricosa-1(20),2(23),3,15(22),16,18(21)-hexaene-4-carbonitrile